O=C1NC(CCC1N1N=NC2=C(C1=O)C(=CC=C2)NCC2=CC=C(CN1[C@@H](CN(CC1)C1=NC=C(C#N)C=C1)C)C=C2)=O 6-((3R)-4-(4-(((3-(2,6-dioxopiperidin-3-yl)-4-oxo-3,4-dihydrobenzo[d][1,2,3]triazin-5-yl)amino)methyl)benzyl)-3-methylpiperazin-1-yl)nicotinonitrile